6-(2,4-dimethyl-1H-benzoimidazol-6-yl)-2-(piperidin-4-yl)-1,3-benzothiazole hydrochloride Cl.CC1=NC2=C(N1)C=C(C=C2C)C2=CC1=C(N=C(S1)C1CCNCC1)C=C2